tert-butyl (4-(1-methylpiperidine-4-yl) cyclohexyl)aminocarboxylate CN1CCC(CC1)C1CCC(CC1)NC(=O)OC(C)(C)C